1-(4-{[4-(piperidine-1-sulfonyl)phenyl]sulfamoyl}phenyl)-3-(pyridin-3-ylmethyl)urea N1(CCCCC1)S(=O)(=O)C1=CC=C(C=C1)NS(=O)(=O)C1=CC=C(C=C1)NC(=O)NCC=1C=NC=CC1